C1=C(C=C(C(=C1F)F)Cl)[N+](=O)[O-] 3-chloro-4,5-difluoronitrobenzene